2,3,5-triiodophenylacetaldehyde dimethyl acetal COC(CC1=C(C(=CC(=C1)I)I)I)OC